FC1=CC=C(C=C1)C1=NOC(=C1COC1=CC=C(N=N1)C1=NN=C2COCCN21)C 3-(6-((3-(4-fluorophenyl)-5-methylisoxazol-4-yl)methoxy)pyridazin-3-yl)-5,6-dihydro-8H-[1,2,4]triazolo[3,4-c][1,4]oxazine